BrC1=CC(=C(CC2CN(CC2)CCCF)C=C1)F 3-(4-bromo-2-fluorobenzyl)-1-(3-fluoropropyl)pyrrolidine